C[C@@H](CC)NC(O[C@H]1C[C@H](CC1)C1=CC(=NN1)NC(=O)C=1C=NC(=CC1)C)=O (1R,3S)-3-(3-{[(6-methyl-pyridin-3-yl)carbonyl]-amino}-1H-pyrazol-5-yl)-cyclopentyl (2S)-butan-2-ylcarbamate